Tertbutyl 4-amino-4-(6-methoxypyridin-3-yl)piperidine-1-carboxylate NC1(CCN(CC1)C(=O)OC(C)(C)C)C=1C=NC(=CC1)OC